O1CCN(CC1)C=1N=C(C2=C(N1)N(CC2)C=2C=NC=CC2)N2CC1COCCN1CC2 8-(2-morpholino-7-(pyridin-3-yl)-6,7-dihydro-5H-pyrrolo[2,3-d]pyrimidin-4-yl)octahydropyrazino[2,1-c][1,4]oxazine